4-((2S,5R)-2,5-diethyl-4-(1-(4-(morpholinomethyl)phenyl)propyl)piperazin-1-yl)-1-methyl-2-oxo-1,2-dihydropyrido[3,2-d]pyrimidine-6-carbonitrile C(C)[C@@H]1N(C[C@H](N(C1)C(CC)C1=CC=C(C=C1)CN1CCOCC1)CC)C=1C2=C(N(C(N1)=O)C)C=CC(=N2)C#N